CN1C=NC(=C1)C=1C=C2CN(CC2=CC1NC1=CC(=C(C(=C1)F)F)F)C(C=C)=O 1-(5-(1-methyl-1H-imidazol-4-yl)-6-((3,4,5-trifluorophenyl)amino)isoindolin-2-yl)prop-2-en-1-one